tert-butyl 3-(2-cyano-3-fluoro-5-isobutylphenyl)-3,8-diazabicyclo[3.2.1]octane-8-carboxylate C(#N)C1=C(C=C(C=C1F)CC(C)C)N1CC2CCC(C1)N2C(=O)OC(C)(C)C